1,6-dimethylnaphthalene CC1=CC=CC2=CC(=CC=C12)C